[4-(difluoromethyl)phenyl]methanamine FC(C1=CC=C(C=C1)CN)F